P(=O)([O-])([O-])[O-].[NH4+].[NH4+].[Cu+2].[Zn+2].P(=O)([O-])([O-])[O-] zinc-copper diammonium phosphate